(1S)-1-(4-fluoro-phenyl)ethanamine FC1=CC=C(C=C1)[C@H](C)N